3-(5-(1,3,4-oxadiazol-2-yl)pyridin-3-yl)-4-methoxyphenyl octylcarbamate C(CCCCCCC)NC(OC1=CC(=C(C=C1)OC)C=1C=NC=C(C1)C=1OC=NN1)=O